P(O)(O)OC(CCCOCCOCC)COC(C)COP(O)O [2-(2-ethoxyethoxy)ethyl]dipropylene glycol bisphosphite